CC=1N=C(SC1C)NC(=O)C1CCC(CC1)N1C(C2=CC=CC(=C2C1)C)=O (1s,4s)-N-(4,5-Dimethylthiazol-2-yl)-4-(4-methyl-1-oxoisoindolin-2-yl)cyclohexanecarboxamide